3'-Ketolactose C([C@@H]1[C@H]([C@@H]([C@H]([C@@H](O1)O)O)O)O[C@H]2[C@@H](C(=O)[C@H]([C@H](O2)CO)O)O)O